1,1-dioxo-2-phenyl-6-(4-methylphenyl)-4-(dicyanomethylidene)thiopyran O=S1(C(=CC(C=C1C1=CC=C(C=C1)C)=C(C#N)C#N)C1=CC=CC=C1)=O